(4-(but-3-yn-1-yl)piperazin-1-yl)(2-(4-(tert-butyl)-2-ethoxyphenyl)-4,5-bis(4-chlorophenyl)-4,5-dihydro-1H-imidazol-1-yl)methanone C(CC#C)N1CCN(CC1)C(=O)N1C(=NC(C1C1=CC=C(C=C1)Cl)C1=CC=C(C=C1)Cl)C1=C(C=C(C=C1)C(C)(C)C)OCC